O=S1(CC(CC1)C=1N=CN(C1)C1=C(C=C(C=N1)NC(CC1=C(C(=CC=C1)C(F)(F)F)F)=O)F)=O N-(6-(4-(1,1-dioxidotetrahydrothiophen-3-yl)-1H-imidazol-1-yl)-5-fluoropyridin-3-yl)-2-(2-fluoro-3-(trifluoromethyl)phenyl)acetamide